N-ethyl-7-(2-(4-fluoro-2,6-dimethylphenoxy)-5-(2-hydroxyprop-2-yl)phenyl)-5-methyl-4-oxo-4,5-dihydro-1H-pyrrolo[3,2-c]pyridine-2-amide C(C)NC(=O)C1=CC=2C(N(C=C(C2N1)C1=C(C=CC(=C1)C(C)(C)O)OC1=C(C=C(C=C1C)F)C)C)=O